C(C1=CC=CC=C1)OC(=O)N[C@H]1C[C@H](NC1)CO (2S,4S)-4-(((benzyloxy)carbonyl)amino)-2-(hydroxymethyl)pyrrolidine